N-(5-((4-((tert-butyldimethylsilyl)oxy)cyclohexyl)oxy)-1,3,4-thiadiazol-2-yl)-2'-chloro-5'-methoxy-6-methyl-(4,4'-bipyridine)-3-carboxamide [Si](C)(C)(C(C)(C)C)OC1CCC(CC1)OC1=NN=C(S1)NC(=O)C=1C=NC(=CC1C1=CC(=NC=C1OC)Cl)C